1-N-(tert-butoxycarbonyl)-4-(4'-carboxyphenyl)piperidine C(C)(C)(C)OC(=O)N1CCC(CC1)C1=CC=C(C=C1)C(=O)O